1,3-bis(4-amino-α,α-bistrifluoromethylbenzyl)benzene NC1=CC=C(C(C(F)(F)F)(C(F)(F)F)C2=CC(=CC=C2)C(C2=CC=C(C=C2)N)(C(F)(F)F)C(F)(F)F)C=C1